N1(CCC1)CCOC1=C(C=C(C=C1)[C@H]([C@@H](CN1CCCC1)NC(C(CCC1=CC2=CC=CC=C2C=C1)(F)F)=O)O)Cl N-((1r,2r)-1-(4-(2-(azetidin-1-yl)ethoxy)-3-chlorophenyl)-1-hydroxy-3-(pyrrolidin-1-yl)propan-2-yl)-2,2-difluoro-4-(naphthalen-2-yl)butanamide